BrC1=NN(C(=C1)C(=O)OC)C(C(C1CC1)NC(=O)OC(C)(C)C)C1CC1 methyl 3-bromo-1-(2-(tert-butoxycarbonylamino)-1,2-dicyclopropylethyl)-1H-pyrazole-5-carboxylate